1-[(2,4-dichlorophenyl)methyl]-5-[2-oxo-2-(2-propylpyrrolidin-1-yl)ethyl]pyrrolidin-2-on ClC1=C(C=CC(=C1)Cl)CN1C(CCC1CC(N1C(CCC1)CCC)=O)=O